(S)-3-(4-(4-(3-aminopiperidin-1-yl)-6-((2-(2-fluoro-6-methoxyphenyl)pyrimidin-4-yl)amino)pyridin-3-yl)-1H-pyrazol-1-yl)propanamide N[C@@H]1CN(CCC1)C1=C(C=NC(=C1)NC1=NC(=NC=C1)C1=C(C=CC=C1OC)F)C=1C=NN(C1)CCC(=O)N